CC1CCOC2=C1C=C1C(=C2)C(C(C1(C)C)C)(C)C 4,6,6,7,8,8-hexamethyl-1,3,4,6,7,8-hexahydrocyclopenta[g]Benzopyran